C(C)[C@H]1COC2=C(CN1C(=O)C1CCOCC1)C=CC(=C2)C(=O)OC methyl (S)-3-ethyl-4-(tetrahydro-2H-pyran-4-carbonyl)-2,3,4,5-tetrahydrobenzo[f][1,4]oxazepine-8-carboxylate